(S)-2-((7-(3-chloro-4-fluorophenyl)-4,5,6,7-tetrahydrobenzo[d]thiazol-2-yl)amino)-2-oxoethyl ethylsulfamate C(C)NS(OCC(=O)NC=1SC2=C(N1)CCC[C@H]2C2=CC(=C(C=C2)F)Cl)(=O)=O